O=C1N(CC2=C(C=CC=C12)C#CCCCOC1=NC=C(C=C1)B1OC(C(O1)(C)C)(C)C)C1C(N(C(CC1)=O)COCC[Si](C)(C)C)=O 3-(1-oxo-4-(5-((5-(4,4,5,5-tetramethyl-1,3,2-dioxaborolan-2-yl)pyridin-2-yl)oxy)pent-1-yn-1-yl)isoindolin-2-yl)-1-((2-(trimethylsilyl)ethoxy)methyl)piperidine-2,6-dione